C1=CC=CC=2C3=CC=CC=C3C(C12)COC(=O)N[C@H](C(=O)OC(C)C)CCC(C=[N+]=[N-])=O isopropyl (S)-2-((((9H-fluoren-9-yl)methoxy)carbonyl)amino)-6-diazo-5-oxohexanoate